FC1(C[C@H](N(C1)C(=O)OC(C)(C)C)CO)F tert-butyl (S)-4,4-difluoro-2-(hydroxymethyl)pyrrolidine-1-carboxylate